(4-(1-(5-(2-((5-chloro-2,3-dihydro-1H-inden-2-yl)amino)pyrimidin-5-yl)-1,3,4-oxadiazol-2-yl)pyrrolidin-3-yl)-1H-1,2,3-triazol-1-yl)methyl pivalate C(C(C)(C)C)(=O)OCN1N=NC(=C1)C1CN(CC1)C=1OC(=NN1)C=1C=NC(=NC1)NC1CC2=CC=C(C=C2C1)Cl